N-[5-fluoro-2-(methoxymethyl)pyrimidin-4-yl]-6,6-dimethyl-5-{[(2S)-2,4,5,5-tetramethylpiperazin-1-yl]carbonyl}-1,4,5,6-tetrahydropyrrolo[3,4-c]pyrazol-3-amine FC=1C(=NC(=NC1)COC)NC=1C2=C(NN1)C(N(C2)C(=O)N2[C@H](CN(C(C2)(C)C)C)C)(C)C